3-fluoro-5-methylaniline FC=1C=C(N)C=C(C1)C